trans-3-(2-methyl-1H-indol-3-yl)-1-(4-pyridyl)-2-propen-1-one CC=1NC2=CC=CC=C2C1/C=C/C(=O)C1=CC=NC=C1